C(C)N(C(C(CSC)C)=O)C1=C(N=C(S1)C=1C=NC=CC1)C N-ethyl-2-methyl-N-[4-methyl-2-(3-pyridyl)thiazol-5-yl]-3-methylthio-propanamide